CC1(CCNCC1)C(NC=1C=NC2=CC=CN=C2C1)=N 4-methyl-N-(1,5-naphthyridin-3-yl)piperidine-4-carboximidamide